5-fluoro-2'-isopropyl-[1,1'-biphenyl] FC=1C=CC=C(C1)C1=C(C=CC=C1)C(C)C